Methyl 4-((6-(tert-butoxycarbonyl)pyridin-3-yl)amino)-6-chloropyridazine-3-carboxylate C(C)(C)(C)OC(=O)C1=CC=C(C=N1)NC1=C(N=NC(=C1)Cl)C(=O)OC